CP(=O)(C=1C=C(C(=O)N)C=CC1)C 3-(dimethylphosphinoyl)benzamide